C(C1=CC=CC=C1)OC1=C(C=C(C=C1)N(C(O)=O)CC1=CC=CC=C1)C=1C=NC=C(C1)C1=NN=CN1COCC[Si](C)(C)C.OCCOC1=CC=C(C=C1)OCCO 1,4-bis(β-hydroxyethoxy)benzene 4-(benzyloxy)-3-(5-(4-((2-(trimethylsilyl)ethoxy)methyl)-4H-1,2,4-triazol-3-yl)pyridin-3-yl)phenyl-benzylcarbamate